CC=1C=CC=C2C=C(N(C(C12)=O)C1=CC=CC=C1)C(F)(F)F 8-methyl-2-phenyl-3-(trifluoromethyl)isoquinolin-1(2H)-one